2-(pyridin-4-yl)ethyl (R)-(4-(1-phenylpyrrolidin-2-yl)thiazol-2-yl)carbamate C1(=CC=CC=C1)N1[C@H](CCC1)C=1N=C(SC1)NC(OCCC1=CC=NC=C1)=O